O=C1NC(CCC1N1C(C2=CC=CC(=C2C1=O)NCCCCCCCCN1N=C(C2=CC(=C(C=C12)C(=O)NC=1N=CC=2N(C1)C=C(N2)[C@@H]2N(CCC2)C)F)C)=O)=O 1-(8-{[2-(2,6-dioxopiperidin-3-yl)-1,3-dioxoisoindol-4-yl]amino}octyl)-5-fluoro-3-methyl-N-{2-[(2R)-1-methylpyrrolidin-2-yl]imidazo[1,2-a]pyrazin-6-yl}indazole-6-carboxamide